(2R,3R)-2-(6-chloro-2-(non-1-yn-1-yl)-8-(thiophen-2-yl)-9H-purin-9-yl)tetrahydrofuran-3-ol ClC1=C2N=C(N(C2=NC(=N1)C#CCCCCCCC)[C@@H]1OCC[C@H]1O)C=1SC=CC1